OC1=C(N=C(N(C1=O)C)C1=C(C=CC=C1)C1=CC=NC=C1)C(=O)NC=1C=NOC1 5-hydroxy-N-(isoxazol-4-yl)-1-methyl-6-oxo-2-(2-(pyridin-4-yl)phenyl)-1,6-dihydropyrimidine-4-carboxamide